C1=CCCC=CCCC=CCC1 1,5,9-cyclododecatriene